6-Bromo-4-(trifluoromethyl)isoindolin-1-one BrC1=CC(=C2CNC(C2=C1)=O)C(F)(F)F